C(C)(C)(C)OC(=O)N1CC2(C1C(=O)[O-])CCCC2 2-tert-butoxycarbonyl-2-azaspiro[3.4]octane-3-carboxylate